CN(CCCOC1=NC2=C(C(=C(C=C2C(=N1)N1C[C@H]2CC[C@@H](C1)N2C(=O)OC(C)(C)C)C)C2=CC(=CC1=CC=CC=C21)O)F)C tert-butyl (1R,5S)-3-((R or S)-2-(3-(dimethylamino)propoxy)-8-Fluoro-7-(3-hydroxynaphthalen-1-yl)-6-methylquinazolin-4-yl)-3,8-diazabicyclo[3.2.1]octane-8-carboxylate